4-(6-chloroindolin-1-yl)-6-(1H-pyrrolo[2,3-b]pyridin-5-yl)quinazoline ClC1=CC=C2CCN(C2=C1)C1=NC=NC2=CC=C(C=C12)C=1C=C2C(=NC1)NC=C2